4,7-Methano-1H-inden-6-ol C1C=CC=2C3=CC(=C(C12)C3)O